FC=1C=C2NC(C=3N(C2=C(C1C1=C2C=CN(C2=CC(=C1)F)S(=O)(=O)C)OC)C(=NN3)C)(C)C 7-Fluoro-8-(6-fluoro-1-methylsulfonyl-1H-indol-4-yl)-9-methoxy-1,4,4-trimethyl-5H-[1,2,4]triazolo[4,3-a]quinoxaline